C(C)(C)(C)[Sn] mono-tert-butyl-tin